N-cyclobutyl-2-(4-methylpiperazin-1-yl)-5-nitroaniline C1(CCC1)NC1=C(C=CC(=C1)[N+](=O)[O-])N1CCN(CC1)C